2-(1-(benzo[4,5]imidazo[1,2-a]pyrimidine-2-yl)piperidin-4-yl)-1-[18F]fluoroethane N=1C=2N(C=CC1N1CCC(CC1)CC[18F])C1=C(N2)C=CC=C1